tert-butyl 2-[4-[4-(2,6-dioxo-3-piperidyl)-2-fluoro-phenyl]-1-piperidyl]acetate O=C1NC(CCC1C1=CC(=C(C=C1)C1CCN(CC1)CC(=O)OC(C)(C)C)F)=O